bis-(propyltetramethylcyclopentadienyl)barium C(CC)C1=C(C(=C(C1(C)[Ba]C1(C(=C(C(=C1CCC)C)C)C)C)C)C)C